ClC=1C=C2C(=C3C1NC(NC31CCCCC1)=O)OC(=N2)CCOC 5-chloro-2-(2-methoxyethyl)-7,8-dihydro-6H-spiro[[1,3]oxazolo[5,4-f]quinazoline-9,1'-cyclohexan]-7-one